(2S)-1-[2-[(3R)-3-[(8-methyl-6-quinolyl)amino]pyrrolidin-1-yl]acetyl]pyrrolidine-2-carbonitrile CC=1C=C(C=C2C=CC=NC12)N[C@H]1CN(CC1)CC(=O)N1[C@@H](CCC1)C#N